1-((1R,4R)-5-(4-((3,4-dichloro-2-fluorophenyl)amino)pyrido[3,2-d]pyrimidin-6-yl)-2,5-diazabicyclo[2.2.1]heptan-2-yl)prop-2-en-1-one ClC=1C(=C(C=CC1Cl)NC=1C2=C(N=CN1)C=CC(=N2)N2[C@H]1CN([C@@H](C2)C1)C(C=C)=O)F